(6-p-coumaroyl)-beta-D-glucose C(\C=C\C1=CC=C(C=C1)O)(=O)C([C@@H]1[C@H]([C@@H]([C@H]([C@H](O)O1)O)O)O)O